BrC1=C(C(=CC=C1)C)O 2-bromo-6-methylphenol